2-(4-(3-isobutyl-1,2,4-oxadiazol-5-yl)piperazin-1-yl)-7-methyl-8-nitro-6-(trifluoromethyl)-4H-benzo[e][1,3]thiazin-4-one C(C(C)C)C1=NOC(=N1)N1CCN(CC1)C=1SC2=C(C(N1)=O)C=C(C(=C2[N+](=O)[O-])C)C(F)(F)F